N,N-bis-(2-aminoethyl)-N'-[2-[bis-(2-aminoethyl)amino]ethyl]ethane-1,2-diamine NCCN(CCNCCN(CCN)CCN)CCN